thiazonane S1NCCCCCCC1